3-[(1R)-1-(3,6-Dimethyl-4-oxo-2-phenyl-chromen-8-yl)ethoxy]pyridine-2-sulfonamide CC1=C(OC2=C(C=C(C=C2C1=O)C)[C@@H](C)OC=1C(=NC=CC1)S(=O)(=O)N)C1=CC=CC=C1